(S)-1-((R)-7-(4-fluorobenzoyl)-8-methyl-3-(3-methyl-1,2,4-thiadiazol-5-yl)-5,6,7,8-tetrahydroimidazo[1,5-a]pyrazin-1-yl)-3-methoxypyrrolidin-2-one FC1=CC=C(C(=O)N2[C@@H](C=3N(CC2)C(=NC3N3C([C@H](CC3)OC)=O)C3=NC(=NS3)C)C)C=C1